CC1=CC(=NC(=C1)C)C(=O)N[C@@H](C(=O)N1CCC2(CC1)C(CN(C(C2)=O)C)C2=CC=CC=C2)C(C)C 4,6-dimethyl-N-((2R)-3-methyl-1-(9-methyl-10-oxo-7-phenyl-3,9-diazaspiro[5.5]undecan-3-yl)-1-oxobutan-2-yl)picolinamide